((1R,3S)-3-hydroxycyclopentyl)-8-(pyridin-3-yl)-6-(6-(trifluoromethyl)pyridin-3-yl)pyrido[3,4-d]pyrimidin-4(3H)-one O[C@@H]1C[C@@H](CC1)C=1NC(C2=C(N1)C(=NC(=C2)C=2C=NC(=CC2)C(F)(F)F)C=2C=NC=CC2)=O